FC1=C(C=NS(=O)C(C)(C)C)C(=CC=C1)F N-(2,6-difluorobenzylidene)-2-methylpropane-2-sulfinamide